2-{3-[(2R)-1-(4-methyl-1,2,4-triazol-3-yl)propan-2-yl]phenyl}-4-(trifluoromethyl)-3H-1,3-benzodiazole CN1C(=NN=C1)C[C@@H](C)C=1C=C(C=CC1)C=1NC2=C(N1)C=CC=C2C(F)(F)F